BrC1=CC(=C(C(=O)NCCN)C=C1)NC(=O)NC1=CC(=CC(=C1)F)F 4-bromo-2-[3-(3,5-difluorophenyl)ureido]-N-(2-amino-ethyl)benzamide